BrC1=CC(=C(C=C1)NC1=C(C2=C(N(C=N2)C)C=C1)F)F 5-((4-Bromo-2-fluorophenyl)amino)-4-fluoro-1-methyl-1H-benzimidazole